C1C(CC12CCNCC2)OC2=NC1=CC(=CC=C1N=C2)OC2=C(C(=CC=C2F)NS(N(C)CC)(=O)=O)C#N 2-(7-azaspiro[3.5]nonan-2-yloxy)-7-[2-cyano-3-[[ethyl(methyl)sulfamoyl]amino]-6-fluoro-phenoxy]quinoxaline